C(#N)C(=CC=1C=C(CCNC(NC(CC2=CC=CC=C2)B(O)O)=O)C=CC1)C1=NC=C(C=C1)C(F)(F)F (1-(3-(3-(2-cyano-2-(5-(trifluoromethyl)pyridin-2-yl)vinyl)phenethyl)ureido)-2-phenylethyl)boronic acid